1,3-bis(4-heptyloxybutyl)imidazolium C(CCCCCC)OCCCCN1C=[N+](C=C1)CCCCOCCCCCCC